C(C)(=O)NC=1C=C(C=CC1)CC(=O)N[C@@H]1C(NC(CC1)=O)=O (S)-2-(3-acetamidophenyl)-N-(2,6-dioxopiperidin-3-yl)acetamide